2-methyl-9-(n-propyloxy)anthracene CC1=CC2=C(C3=CC=CC=C3C=C2C=C1)OCCC